(tetramethylcyclopentadienyl)(propylcyclopentadienyl)hafnium CC=1C(=C(C(C1)(C)[Hf]C1(C=CC=C1)CCC)C)C